3-(4-(3-(3-(4-(4-(6-amino-5-((R)-1-(2,6-dichloro-3-fluorophenyl)ethoxy)pyridin-3-yl)-1H-pyrazol-1-yl)piperidin-1-yl)propoxy)propyl)-1-oxoisoindolin-2-yl)piperidine-2,6-dione NC1=C(C=C(C=N1)C=1C=NN(C1)C1CCN(CC1)CCCOCCCC1=C2CN(C(C2=CC=C1)=O)C1C(NC(CC1)=O)=O)O[C@H](C)C1=C(C(=CC=C1Cl)F)Cl